4-hydroxy-1-methyl-2-oxo-N-phenyl-1,2,5,6-tetrahydropyridine-3-carbothioamide OC1=C(C(N(CC1)C)=O)C(NC1=CC=CC=C1)=S